FC1=C(C=CC2=C1OC1=C2C=CC=C1F)C1=CC=C(C=C1)CCC 4,6-difluoro-3-(4-propylphenyl)dibenzo[B,d]furan